3-Hydroxypiperidine OC1CNCCC1